[Si](C)(C)(C(C)(C)C)OC1C(CCC1)C(=O)OCC ethyl 2-((tert-butyldimethylsilyl)oxy)cyclopentane-1-carboxylate